CS(=O)(=O)C1=CC=CC(=N1)NC1=CC(=NC=C1C=1N=NC=CC1)NC(C)=O N-(4-((6-(methylsulfonyl)pyridin-2-yl)amino)-5-(pyridazin-3-yl)pyridin-2-yl)acetamide